2-(6-(dimethylamino)-3-(dimethyliminio)-9,9a-dihydro-3H-xanthen-9-yl)benzoate CN(C=1C=C2OC3=CC(C=CC3C(C2=CC1)C1=C(C(=O)[O-])C=CC=C1)=[N+](C)C)C